N1(C=NC=C1)CCCNC(=O)C12CC3(CC(CC(C1)C3)C2)C2=CC=C(C=C2)Cl 3-(4-Chlorophenyl)-adamantane-1-carboxylic acid (3-imidazol-1-yl-propyl)-amide